Dimethyl-(trifluoroacetylacetone) gold (III) [Au+3].CC(C(C)=O)(C(C(F)(F)F)=O)C